Trans-1H-3-indole-acrylic acid N1C=C(C2=CC=CC=C12)/C=C/C(=O)O